C[C@@H]1CCNC(OCC2=CN=CC(C3=NNC=4C=CC(O1)=CC34)=C2)=O (13R)-13-methyl-8,14-dioxa-4,10,19,20-tetraazatetracyclo[13.5.2.12,6.018,21]tricosa-1(20),2(23),3,5,15(22),16,18(21)-heptaen-9-one